2-(5-bromopentyloxy)-tetrahydropyran BrCCCCCOC1OCCCC1